4-(2,3-difluorophenyl)-7-(4-methyl-1,3-thiazol-5-yl)-2-(2-(2-propenoyl)-2,6-diazaspiro[3.4]octan-6-yl)-5,6-dihydro-3-quinolinecarbonitrile FC1=C(C=CC=C1F)C1=C(C(=NC=2C=C(CCC12)C1=C(N=CS1)C)N1CC2(CN(C2)C(C=C)=O)CC1)C#N